7-((3-(trifluoromethyl)benzyl)oxy)-3,4-dihydroisoquinoline-2(1H)-carboxylic acid tert-butyl ester C(C)(C)(C)OC(=O)N1CC2=CC(=CC=C2CC1)OCC1=CC(=CC=C1)C(F)(F)F